NC1=NC=NC2=C1C1=C(CNC(N3C1=CC=1C=CC(=CC31)C(=O)NC)=O)N2C(C)C 1-amino-5-isopropyl-N-methyl-8-oxo-5,6,7,8-tetrahydropyrimido[5'',4'':4',5']pyrrolo[2',3':5,6][1,3]diazepino[1,7-a]indole-11-carboxamide